[5-(2-{[(S)-[(3R or S)-5-cyano-1,2,3,4-tetrahydroquinolin-3-yl](2-methylpyrazol-3-yl)methyl]amino}ethyl)-2-fluoro-4-methylphenyl]acetic acid C(#N)C1=C2C[C@H](CNC2=CC=C1)[C@@H](C=1N(N=CC1)C)NCCC=1C(=CC(=C(C1)CC(=O)O)F)C |o1:5|